[C@H]12[C@H](C[C@H](CC1)C2)NS(=O)(=O)C2=CC=C(C=C2)NC(=O)NCC=2C=NC=CC2 1-(4-{[(1S,2S,4R)-bicyclo[2.2.1]heptan-2-yl]sulfamoyl}phenyl)-3-(pyridin-3-ylmethyl)urea